1-bromo-4-(1,1,2,2-tetrafluoroethoxy)benzene iron (II) [Fe+2].BrC1=CC=C(C=C1)OC(C(F)F)(F)F